(6S)-6-({7-bromo-2-[1-(propan-2-yl)-1H-pyrazol-4-yl][1,2,4]triazolo[1,5-c]quinazolin-5-yl}amino)-1,4-diazepan-5-one BrC1=CC=CC=2C=3N(C(=NC12)N[C@@H]1C(NCCNC1)=O)N=C(N3)C=3C=NN(C3)C(C)C